7-[[2-[[2-(2,6-dioxo-3-piperidyl)-1-oxo-isoindolin-5-yl]amino]acetyl]amino]heptanoic acid O=C1NC(CCC1N1C(C2=CC=C(C=C2C1)NCC(=O)NCCCCCCC(=O)O)=O)=O